OC1=C(C[C@@H](N(C1)[C@@H](C)C1=CC=CC=C1)C)C(=O)[O-] (S)-5-hydroxy-2-methyl-1-((S)-1-phenylethyl)-1,2,3,6-tetrahydropyridine-4-carboxylate